C(=C\C1=CC=CC=C1)/C1=CC=2C(C3=CC=CC=C3C(C2C=C1)=O)=O (E)-2-styryl-9,10-anthraquinone